(Z)-5-((2-(4-(t-butyl)phenyl)pyridin-4-yl)methylene)-3-(2-morpholinoethyl)thiazolidin-2,4-dione C(C)(C)(C)C1=CC=C(C=C1)C1=NC=CC(=C1)\C=C/1\C(N(C(S1)=O)CCN1CCOCC1)=O